C(C1=C(C(=CC(=C1)C(C)(C)CC(C)(C)C)C1=CC=CC=2NN=NC21)O)C2=C(C(=CC(=C2)C(C)(C)CC(C)(C)C)C2=CC=CC=1NN=NC12)O 2,2'-methylenebis(4-tert-octyl-6-benzo-triazolylphenol)